tributyl-(oxazol-2-yl)stannane C(CCC)[Sn](C=1OC=CN1)(CCCC)CCCC